4-(2,5-dioxopyrrolidin-1-yl)-N-[7-methoxy-4-(oxan-4-yl)-1H-1,3-benzodiazol-2-yl]benzamide O=C1N(C(CC1)=O)C1=CC=C(C(=O)NC2=NC3=C(N2)C(=CC=C3C3CCOCC3)OC)C=C1